6-(3-((3-fluoropyridin-4-yl)amino)-7,8-dihydro-1,6-naphthyridin-6(5H)-yl)-5-methylnicotinonitrile FC=1C=NC=CC1NC=1C=NC=2CCN(CC2C1)C1=NC=C(C#N)C=C1C